N1C(=C(C=C1)C(=O)O)C(=O)O pyrrole-2,3-dicarboxylic acid